sodium acetamidate C(C)(=O)N.[Na]